tert-Butyl ((1r,4r)-4-((tert-butoxycarbonyl)amino)cyclohexyl)(2-(6'-carbamoyl-6-chloro-2'-fluoro-3'-((2-methoxyethyl)(methyl)amino)-[1,1'-biphenyl]-3-yl)-2-phenylethyl)carbamate C(C)(C)(C)OC(=O)NC1CCC(CC1)N(C(OC(C)(C)C)=O)CC(C1=CC=CC=C1)C=1C=C(C(=CC1)Cl)C1=C(C(=CC=C1C(N)=O)N(C)CCOC)F